C(C1=CC=CC=C1)(=O)N(C(C1=CC=CC=C1)=O)C1=C2N=CN(C2=NC=N1)[C@@H]1O[C@@H]([C@H]([C@H]1O)F)CO N-benzoyl-N-(9-((2R,3S,4S,5R)-4-fluoro-3-hydroxy-5-(hydroxymethyl)tetrahydrofuran-2-yl)-9H-purin-6-yl)benzamide